IC1=NNC2=C1N=CN=C2 3-iodo-1H-pyrazolo[4,3-d]pyrimidine